4-chloro-5H-pyrrolo[3,2-c]pyridazine ClC=1C2=C(N=NC1)C=CN2